tert-butyl N-cyclobutyl-N-(1-{6-[2-(methoxymethoxy)-4-(5-methylthiophen-2-yl)phenyl]pyridazin-3-yl}pyrrolidin-3-yl)carbamate C1(CCC1)N(C(OC(C)(C)C)=O)C1CN(CC1)C=1N=NC(=CC1)C1=C(C=C(C=C1)C=1SC(=CC1)C)OCOC